iron-copper-calcium [Ca].[Cu].[Fe]